1-isocyanato-2-diisocyanatomethyl-cyclopentane N(=C=O)C1C(CCC1)C(N=C=O)N=C=O